C1CC=2C1=CC=1CCCC1C2NC(=O)N=[S@@](=O)(N)C=2C=NN1C2OCCC1 (S)-N'-((2,4,5,6-tetrahydro-1H-cyclobuta[f]inden-3-yl)carbamoyl)-6,7-dihydro-5H-pyrazolo[5,1-b][1,3]oxazine-3-sulfonimidamide